(S)-(8-(2-(pyridin-4-yl)pyrido[3,4-d]pyrimidin-4-yl)-2,8-diazaspiro[4.5]decan-3-yl)methanol N1=CC=C(C=C1)C=1N=C(C2=C(N1)C=NC=C2)N2CCC1(C[C@H](NC1)CO)CC2